CC=1C=CC=2N(C1)C=C(N2)CN2C(C1=CN=CC(=C1C=C2)C2=C(C=CC=C2)C)=O 2-({6-methylimidazo[1,2-a]pyridin-2-yl}methyl)-5-(2-methylphenyl)-1,2-dihydro-2,7-naphthyridin-1-one